C(C1=CC=CC=C1)S(=O)CC1=CC=CC=C1 dibenzylsulfoxide